(5S,6S,9R)-4-(2-oxo-2,3-dihydro-1H-imidazo[4,5-b]pyridin-1-yl)piperidine-1-carboxylic acid 5-amino-6-(2,3-difluorophenyl)-6,7,8,9-tetrahydro-5H-cyclohepta[b]pyridin-9-yl ester N[C@H]1[C@@H](CC[C@H](C2=NC=CC=C21)OC(=O)N2CCC(CC2)N2C(NC1=NC=CC=C12)=O)C1=C(C(=CC=C1)F)F